6-(4-chlorophenyl)-N-[(2R)-1-fluoro-3-hydroxyprop-2-yl]-3-oxo-2-(1,2-thiazol-4-yl)-2,3-dihydropyridazine-4-carboxamide ClC1=CC=C(C=C1)C=1C=C(C(N(N1)C=1C=NSC1)=O)C(=O)N[C@@H](CF)CO